3-((5-cyclopropyl-1',4'-dimethyl-4-nitro-1'H-[1,3'-bipyrazol]-3-yl)oxy)propan-1-ol C1(CC1)C1=C(C(=NN1C1=NN(C=C1C)C)OCCCO)[N+](=O)[O-]